4-(6-chloro-5-cyano-4-ethyl-3-methylpyridin-2-yl)piperazine-1-carboxylic acid tert-butyl ester C(C)(C)(C)OC(=O)N1CCN(CC1)C1=NC(=C(C(=C1C)CC)C#N)Cl